(S)-7-(4-fluorobenzyl)-2-methyl-1-(2-((2R,5R)-5-methyl-2-(((R)-3-methylmorpholino)methyl)piperazin-1-yl)acetyl)-2,3-dihydro-1H-pyrido[2,3-b][1,4]oxazine-6-carboxamide FC1=CC=C(CC2=CC3=C(OC[C@@H](N3C(CN3[C@H](CN[C@@H](C3)C)CN3[C@@H](COCC3)C)=O)C)N=C2C(=O)N)C=C1